2-chloro-4-(trifluoromethoxy)aniline methyl-1-(3-(((1r,4r)-4-ethoxycyclohexyl)methyl)-6-fluoro-2-methyl-1H-indole-1-carbonyl)-4-(4-fluorophenyl)piperidine-4-carboxylate COC(=O)C1(CCN(CC1)C(=O)N1C(=C(C2=CC=C(C=C12)F)CC1CCC(CC1)OCC)C)C1=CC=C(C=C1)F.ClC1=C(N)C=CC(=C1)OC(F)(F)F